ClC=1C=C(C=CC1)C1=C(NC2=CC=CC=C12)C1=NNC(=C1)NC(C1=CC=C(C=C1)NC1CCN(CC1)C)=O N-(3-(3-(3-chlorophenyl)-1H-indol-2-yl)-1H-pyrazol-5-yl)-4-((1-methylpiperidin-4-yl)amino)benzamide